2-((2-ethyl-5-(3-oxopiperazin-1-yl)pyrazolo[1,5-a]pyrimidin-3-yl)(methyl)amino)-4-(4-fluorophenyl)thiazole-5-carbonitrile C(C)C1=NN2C(N=C(C=C2)N2CC(NCC2)=O)=C1N(C=1SC(=C(N1)C1=CC=C(C=C1)F)C#N)C